C(CCCCCCCCCCCCCCCCCCCCCCCCCCCCCCCCCCC)(=O)[O-].[K+] potassium hexatriacontanoate